N\C(=C/C(=O)OC(C)(C)C1=CC=C(C=C1)F)\C 2-(4-Fluorophenyl)propan-2-yl (Z)-3-aminobut-2-enoate